BrC=1C(=CC(=NC1)N)OC(F)(F)F 5-bromo-4-(trifluoromethoxy)pyridin-2-amine